2-chloro-N-((S or R)-tetrahydrofuran-3-yl)-4-(4-(1-((R or S)-3,3,3-trifluoro-2-hydroxy-2-phenylpropanoyl)piperidin-4-yl)butoxy)benzamide ClC1=C(C(=O)N[C@@H]2COCC2)C=CC(=C1)OCCCCC1CCN(CC1)C([C@@](C(F)(F)F)(C1=CC=CC=C1)O)=O |o1:6,27|